tert-Butyl N-[(tert-butoxy)carbonyl]-N-((3aR,5s,6aS)-2-(5-chloropyrazin-2-yl)octahydrocyclopenta[c]pyrrol-5-yl)carbamate C(C)(C)(C)OC(=O)N(C(OC(C)(C)C)=O)C1C[C@@H]2[C@@H](CN(C2)C2=NC=C(N=C2)Cl)C1